9-ethyl-6,6-dimethyl-8-[4-(morpholin-4-yl)piperidin-1-yl]-l-1-oxo-6,11-dihydro-5H-benzo[b]carbazole-3-carbonitrile hydrochloride Cl.C(C)C1=CC2=C(C(C=3NC=4C=C(CC(C4C3C2)=O)C#N)(C)C)C=C1N1CCC(CC1)N1CCOCC1